OC(C(=O)O)CCSC 2-hydroxy-4-(methylthio)butyric acid